C(C)(C1=C(C(=CC(=C1)C(C)(C)C)C(C)(C)C)O)C1=C(C(=CC(=C1)C(C)(C)C)C(C)(C)C)O 2,2'-ethylidenebis-(4,6-di-tert-butylphenol)